N-isopropyl-1-{6-[2-(methoxymethoxy)-4-(6-methoxypyridazin-4-yl)phenyl]pyridazin-3-yl}-3-methylpyrrolidin-3-amine C(C)(C)NC1(CN(CC1)C=1N=NC(=CC1)C1=C(C=C(C=C1)C1=CN=NC(=C1)OC)OCOC)C